ClC1=C(N=C2N=C(NC2=C1)OC1CCC1)C=1C(=NC(=CC1)F)OC 6-chloro-2-cyclobutoxy-5-(6-fluoro-2-methoxy-3-pyridyl)-1H-1,3,4-triazaindene